C[C@@H]1N(C[C@H](N(C1)C(C)C=1C=C2N=CC=NC2=CC1)C)C=1C2=C(N(C(C1)=O)C)N(C(=N2)CC#N)C 2-(7-((2S,5R)-2,5-dimethyl-4-(1-(quinoxalin-6-yl)ethyl)piperazin-1-yl)-3,4-dimethyl-5-oxo-4,5-dihydro-3H-imidazo[4,5-b]pyridin-2-yl)acetonitrile